The molecule is an organic chloride salt comprising equal numbers of chlormequat and chloride ions. A gibberellin biosynthesis inhibitor, it is used as a plant growth retardant to produce plants with sturdier, thicker stalks, facilitating the havesting of ornamental flowers and cereal crops. It has a role as a plant growth retardant and an agrochemical. It is an organic chloride salt and a quaternary ammonium salt. It contains a chlormequat. C[N+](C)(C)CCCl.[Cl-]